COC1=C(C(=CC(=C1)C1=NC2=C(N1C)C=CC=C2)O)O 3-methoxy-5-(1-methyl-1H-benzo[d]imidazol-2-yl)benzene-1,2-diol